CC1=CC=C(C=C1)C(CC1=C(C=C(C=C1O)CCCCC)O)C 2-[2-(4-Methylphenyl)propyl]-5-pentylbenzene-1,3-diol